C(C)(C)C1=C(N=C(N1)CC1=CC(=CC(=C1)C)C)C=C1C(NCC(N1)=O)=O (5-isopropyl-1-(3,5-dimethylbenzylimidazole-4-yl)methylene)piperazine-2,5-dione